ClC1=CC=C2C(=N1)SC(=N2)NC(OC(C)(C)C)=O tert-butyl (5-chlorothiazolo[5,4-b]pyridin-2-yl)carbamate